Methyl-2-amino-5-(4-((1R,5S)-3-(tetrahydro-2H-pyran-4-yl)-3-azabicyclo[3.1.0]hex-1-yl)phenyl)nicotinic acid methyl ester dihydrochloride Cl.Cl.COC(C1=C(N=C(C(=C1)C1=CC=C(C=C1)[C@@]12CN(C[C@H]2C1)C1CCOCC1)C)N)=O